C(CC=C)ON1C(C2=CC=CC=C2C1=O)=O 2-(but-3-en-1-yloxy)isoindoline-1,3-dione